ClC=1C=CC=C2C=C(N(C12)S(=O)(=O)C1=CC=CC=C1)C=O 7-chloro-1-(benzenesulfonyl)-1H-indole-2-carbaldehyde